tert-butyl (2-methyl-6-(3-methyl-4-(((4-(thiophen-3-yl)pyrimidin-2-yl)amino)methyl)isoxazol-5-yl)pyridin-3-yl)carbamate CC1=NC(=CC=C1NC(OC(C)(C)C)=O)C1=C(C(=NO1)C)CNC1=NC=CC(=N1)C1=CSC=C1